1,2,3,4,5-pentafluoro-6-[3-(trichlorosilyl)propyl]benzene FC1=C(C(=C(C(=C1CCC[Si](Cl)(Cl)Cl)F)F)F)F